CN(C=1N=CC=NC1C)C 5-(dimethylamino)-6-methyl-pyrazine